C(C)(C)(C)C(=O)N1N=CC(=C1)B(O)O 1-(tert-butylcarbonyl)-pyrazole-4-boronic acid